BrCC(OC1CCOCC1)C1=C(C=CC=C1)OC 4-(2-bromo-1-(2-methoxyphenyl)ethoxy)tetrahydro-2H-pyran